2-(8-formyl-7-hydroxy-6-methoxy-4-methyl-2-oxo-2H-chromen-3-yl)-N-(2-methoxyethyl)acetamide C(=O)C=1C(=C(C=C2C(=C(C(OC12)=O)CC(=O)NCCOC)C)OC)O